glycerol monostearate hydrobromide Br.C(CCCCCCCCCCCCCCCCC)(=O)OCC(O)CO